1-(4-(((2-(trifluoromethyl)pyridin-3-yl)methyl)amino)pyrido[2,3-d]pyrimidin-2-yl)pyrrolidine-2-carbonitrile FC(C1=NC=CC=C1CNC=1C2=C(N=C(N1)N1C(CCC1)C#N)N=CC=C2)(F)F